ClC=1C=C(C(=O)NC(CCC)C)C=CC1Cl 3,4-dichloro-N-(1-methylbutyl)benzamide